N1N=CC=C1C(C)OC(C)O (1-(1H-pyrazol-5-yl)ethoxy)ethan-1-ol